CCC1=CC=C(C=C1)C(=O)O p-ethylbenzoic acid